NC1=NC(=C(C=2N1N=C(N2)CC2=NC=CC=C2)C2=C(N=CO2)C)C2=C(C#N)C=CC=C2 (5-amino-8-(4-methyl-oxazol-5-yl)-2-(pyridin-2-ylmethyl)-[1,2,4]triazolo[1,5-c]pyrimidin-7-yl)benzonitrile